ClC=1C=CC(=C2C(C(=C(NC12)NC1=C(C=C(C=C1)I)I)C(CC(C)C)=O)=O)[N+](=O)[O-] 8-chloro-2-((2,4-diiodophenyl)amino)-3-(3-methylbutanoyl)-5-nitroquinolin-4(1H)-one